(E)-N'-(4-(cyclobutanecarbonyl)-2,5-dimethylphenyl)-N-ethyl-N-methylformimidamide C1(CCC1)C(=O)C1=CC(=C(C=C1C)/N=C/N(C)CC)C